NN1C=C(C(=C1C1=C(C=CC=C1OC)F)C1=CC=CC=C1)C(=O)OCC Ethyl 1-amino-5-(2-fluoro-6-methoxyphenyl)-4-phenyl-1H-pyrrole-3-carboxylate